CC1(COC1)CNC(=O)C1=CC2=C(N3C=4C=CC=CC4N=C13)N=C(C=C2)N2CCN(CCC2)C 2-(4-Methyl-[1,4]diazepan-1-yl)-1,7,11b-triazabenzo[c]fluorene-6-carboxylic acid (3-methyloxetan-3-ylmethyl)-amide